C(OC1=C(C=CC=C1OC)OC)(OC1=CC=C(C=C1)[N+](=O)[O-])=O 2,6-dimethoxyphenyl (4-nitrophenyl) carbonate